NC1=NC(=CC(=N1)N1CCC2(C[C@H](NC2)C(=O)OCC)CC1)O[C@@H](C(F)(F)F)C1=C(C=C(C=C1)Cl)C1=CC(=C(C=C1)C(F)(F)F)Cl (S)-ethyl 8-(2-amino-6-((R)-1-(3',5-dichloro-4'-(trifluoromethyl)-[1,1'-biphenyl]-2-yl)-2,2,2-trifluoroethoxy)pyrimidin-4-yl)-2,8-diazaspiro[4.5]decane-3-carboxylate